3-(5-(1-((6-cyclopropyl-4-(trifluoromethyl)pyridin-2-yl)methyl)-4-hydroxypiperidin-4-yl)-4,6-difluoro-1-oxoisoindolin-2-yl)piperidine-2,6-dione C1(CC1)C1=CC(=CC(=N1)CN1CCC(CC1)(O)C=1C(=C2CN(C(C2=CC1F)=O)C1C(NC(CC1)=O)=O)F)C(F)(F)F